C[C@@H]1N(CC[C@@H]1OS(=O)(=O)C)C(=O)OC(C)(C)C tert-butyl (2S,3S)-2-methyl-3-methylsulfonyloxy-pyrrolidine-1-carboxylate